C(C1=CC=CC=C1)OC1=CC=C(C(=N1)O)C1=NN(C2=CC(=C(C=C12)F)N1CCN(CC1)C(=O)[C@@H]1[C@@H](CN(CC1)C(=O)OC(C)(C)C)C)C tert-butyl (3S,4S)-4-(4-(3-(6-(benzyloxy)-2-hydroxypyridin-3-yl)-5-fluoro-1-methyl-1H-indazol-6-yl) piperazine-1-carbonyl)-3-methylpiperidine-1-carboxylate